N-(2,4-difluoro-3-(7-fluoro-3-(1H-imidazol-2-yl)-1H-indazol-6-yl)phenyl)-2,5-difluorobenzenesulfonamide FC1=C(C=CC(=C1C1=CC=C2C(=NNC2=C1F)C=1NC=CN1)F)NS(=O)(=O)C1=C(C=CC(=C1)F)F